FC(OC1=CC=C(C=N1)[C@H](CC(=O)O)N1C(N(CC1)CCCC1=NC=2NCCCC2C=C1)=O)F (S)-3-(6-(difluoromethoxy)-pyridine-3-yl)-3-(2-oxo-3-(3-(5,6,7,8-tetrahydro-1,8-naphthyridin-2-yl)propyl)imidazolidin-1-yl)propanoic acid